3-(N,N-di-(carboxypropyl))aminopropionylaniline C(=O)(O)CCCN(CCCC(=O)O)CCC(=O)NC1=CC=CC=C1